2-[2-methyl-6-(trifluoromethyl)pyrimidin-4-yl]-7-[1-(2,2,2-trifluoroethyl)-1H-pyrazolo[3,4-d]pyrimidin-6-yl]-2,7-diazaspiro[4.4]nonane CC1=NC(=CC(=N1)N1CC2(CC1)CN(CC2)C2=NC=C1C(=N2)N(N=C1)CC(F)(F)F)C(F)(F)F